3-(β-D-glucopyranosyloxy)-4-[(4-methylthiophenyl)methyl]-1-propyl-5-trifluoromethylpyrazole [C@@H]1([C@H](O)[C@@H](O)[C@H](O)[C@H](O1)CO)OC1=NN(C(=C1CC1=CC=C(C=C1)SC)C(F)(F)F)CCC